C(C)(C)(C)C(C(C(C)C1=CC=CC=C1)(C1=NC=CC=C1)C1=NC=CC=C1)=O 1-tert-butyl-3-phenyl-bis(2-pyridyl)-1-butanone